N,N-diethyl-N-methyl-2-[[4-[[2-(octyl)benzoyl]amino]benzoyl]oxy]ethanaminium bromide [Br-].C(C)[N+](CCOC(C1=CC=C(C=C1)NC(C1=C(C=CC=C1)CCCCCCCC)=O)=O)(C)CC